CC(C)(C)OC(=O)N1[C@H](CCCC1)C(=O)N.FC(C(CC(=O)N[C@@H](C)C1=CC(=CC=C1)OC(F)(F)F)(C)O)(C(F)F)F 4,4,5,5-tetrafluoro-3-hydroxy-3-methyl-N-((S)-1-(3-(trifluoromethoxy)phenyl)ethyl)pentanamide 1,1-dimethylethyl-(2R)-2-(aminocarbonyl)-1-piperidinecarboxylate